tert-butyl 4-[4-[(2,6-dioxo-3-piperidyl)amino]-2,5-difluoro-phenyl]piperidine-1-carboxylate O=C1NC(CCC1NC1=CC(=C(C=C1F)C1CCN(CC1)C(=O)OC(C)(C)C)F)=O